Hexafluoroisopropylethylether FC(C(C(F)(F)F)C(C)OC(C)C(C(F)(F)F)C(F)(F)F)(F)F